ClC=1C=C2C(=NC=NC2=C(C1C1=CC(=CC2=CC=CC=C12)O)F)N1C[C@@H](N([C@@H](C1)C)C(C=C)=O)C 1-((2S,6R)-4-(6-chloro-8-fluoro-7-(3-hydroxy-naphthalen-1-yl)quinazolin-4-yl)-2,6-dimethyl-piperazin-1-yl)prop-2-en-1-one